FC1=C(C=CC=2[C@@H](C3=C(SCC21)C=CS3)N3N2C(C(N1[C@H]3COCC1)=O)=CC(C=C2)=O)F (12aR)-12-[(10S)-6,7-difluoro-5,10-dihydrothieno[3,2-c][2]benzothiepin-10-yl]-3,4,12,12a-tetrahydro-1H-[1,4]oxazino[3,4-c]pyrido[2,1-f][1,2,4]triazine-6,8-dione